2H-[1,2,4]triazol-3-ylamine N=1NC(=NC1)N